ClC1=NC(=C2N=CN(C2=N1)C)NC=1C(=NN(C1)C)OC 2-chloro-N-(3-methoxy-1-methyl-pyrazol-4-yl)-9-methyl-purin-6-amine